FC1=CC=C(C=C1)C1=NC=2C(=NC(=CC2)N[C@H]2CNCC2)N1C1=CC=NC=C1 (3R)-N-[2-(4-fluorophenyl)-3-(pyridin-4-yl)-3H-imidazo[4,5-b]pyridin-5-yl]pyrrolidin-3-amine